C1(CCCCCC1)[C@@H](C(=O)NC1=CC=C(C=C1)C=1C(=[N+](C=CC1C)[O-])C)NC(=O)C=1C=CN2C1CNCC2 (S)-3-(4-(2-cycloheptyl-2-(1,2,3,4-tetrahydropyrrolo[1,2-a]pyrazine-8-carboxamido)acetamido)phenyl)-2,4-dimethylpyridine 1-oxide